CC1(CC1)NS(=O)(=O)C=1C=C2C(N(C(NC2=CC1)=O)NC(=O)C12CC2C1)=O N-(6-(N-(1-methylcyclopropyl)sulfamoyl)-2,4-dioxo-1,4-dihydroquinazolin-3(2H)-yl)bicyclo[1.1.0]butane-1-carboxamide